S1C(=NC2=C1C=CC=C2)NC(=O)C=2C=CC=C1CCN(CC21)C2=CC=C(C(=N2)C(=O)OC(C)(C)C)C=2C(=C(OCC(CC1CCN(CC1)CC(=O)O)(F)F)C=CC2)C 2-[4-[3-[3-[6-[8-(1,3-benzothiazol-2-ylcarbamoyl)-3,4-dihydro-1H-isoquinolin-2-yl]-2-tert-butoxycarbonyl-3-pyridyl]-2-methyl-phenoxy]-2,2-difluoro-propyl]-1-piperidyl]acetic acid